8-(2-(2-methoxyethoxy)ethoxy)-N-(4-nitrophenyl)-N-phenylbenzo[1,2-b:4,5-b']dithiophene-4-amine COCCOCCOC1=C2SC=CC2=C(C=2SC=CC21)N(C2=CC=CC=C2)C2=CC=C(C=C2)[N+](=O)[O-]